FC(C1=CC=CC=2NC=NC21)(F)F 4-(trifluoromethyl)-1H-benzo[d]imidazole